The molecule is a biphenyl that has four hydroxy groups attached to the benzenoid ring system (position 2,2',3 and 3'); majos species at pH 7.3 It is a member of catechols and a member of hydroxybiphenyls. C1=CC(=C(C(=C1)O)O)C2=C(C(=CC=C2)O)O